ClC1=CC(=C(C=C1)S(=O)(=O)N[C@H](C(=O)O)[C@H](C)C1=C(C(=CC=C1F)C)C)F (2S,3R)-2-(4-chloro-2-fluorobenzenesulfonamido)-3-(6-fluoro-2,3-dimethylphenyl)butanoic acid